COC(CCC(=O)O)C 4-METHOXYPENTANOIC ACID